C(#N)[C@H]1[C@@H](CC1)C(=O)O trans-2-cyanocyclobutane-1-carboxylic acid